OC[C@H](C1=CC=CC=C1)NC1=NC(=NC=C1C1=NN=NN1)NC1=CC=C(C(=O)N(C)C)C=C1 4-[[4-[[(1S)-2-hydroxy-1-phenyl-ethyl]amino]-5-(1H-tetrazol-5-yl)pyrimidin-2-yl]amino]-N,N-dimethyl-benzamide